IC1=CC=2C(C3=CC(=CC=C3C2C=C1)I)(O)C1=CC=C(C=C1)SC 2,7-diiodo-9-(4-(methylthio)phenyl)-9H-fluoren-9-ol